F[C@H](CNC(=O)C=1C=NC=2N(C1NC(C)C)N=C(C2)C=2C=NC=C(C2)C(C)(C)O)C(C)(C)O (R)-N-(2-fluoro-3-hydroxy-3-methylbutyl)-2-(5-(2-hydroxypropan-2-yl)pyridin-3-yl)-7-(isopropylamino)pyrazolo[1,5-a]pyrimidine-6-carboxamide